Glyceryl tripalmitoleate CCCCCC/C=C\CCCCCCCC(=O)OCC(OC(=O)CCCCCCC/C=C\CCCCCC)COC(=O)CCCCCCC/C=C\CCCCCC